di(pyridin-4-yl)amine N1=CC=C(C=C1)NC1=CC=NC=C1